N-(3-(4-amino-3-(4-((2-methoxy-5-methylbenzamido)methyl)phenyl)-1H-pyrazolo[3,4-d]pyrimidin-1-yl)cyclopentyl)-N-methyl-1H-tetrazole-1-carboxamide NC1=C2C(=NC=N1)N(N=C2C2=CC=C(C=C2)CNC(C2=C(C=CC(=C2)C)OC)=O)C2CC(CC2)N(C(=O)N2N=NN=C2)C